5-bromo-8-nitro-2,3-dihydrobenzo[b][1,4]dioxine BrC1=CC=C(C=2OCCOC21)[N+](=O)[O-]